N,N-bis-(2-aminoethyl)ethane-1,2-diamine NCCN(CCN)CCN